(3S,4R)-4-{[5-iodo-7-(2-methylpropyl)imidazo[4,3-f][1,2,4]triazin-2-yl]amino}oxan-3-yl acetate C(C)(=O)O[C@@H]1COCC[C@H]1NC1=NN2C(C=N1)=C(N=C2CC(C)C)I